N-(2-methoxyethyl)-2-methyl-4-(2-methyl-4-nitrophenoxy)benzamide COCCNC(C1=C(C=C(C=C1)OC1=C(C=C(C=C1)[N+](=O)[O-])C)C)=O